COC(=O)C=1C(OC2=C(C=CC=C2C1O)Br)=O 8-Bromo-4-hydroxy-2-oxo-2H-chromene-3-carboxylic acid methyl ester